7-(4-ethyl-3-(hydroxymethyl)-5-oxo-4,5-dihydro-1H-1,2,4-triazol-1-yl)-6-fluoro-1-isopropylcinnolin-4(1H)-one C(C)N1C(=NN(C1=O)C1=C(C=C2C(C=NN(C2=C1)C(C)C)=O)F)CO